ClC=1C=C2C(OCCOC=3C=C(N=CC3C=3C=CC(=C(NS(C(C1O)=C2)(=O)=O)C3)OC)F)=O 15-Chloro-5-fluoro-16-hydroxy-21-methoxy-18,18-dioxo-8,11-dioxa-18λ6-thia-4,19-diazatetracyclo[18.3.1.113,17.02,7]pentacosa-1(24),2(7),3,5,13,15,17(25),20,22-nonaen-12-one